CC1(OC(C(C(O1)=O)=CNC=1C=CC(=NC1)C#N)=O)C 5-{[(2,2-dimethyl-4,6-dioxo-1,3-dioxan-5-ylidene)methyl]amino}pyridine-2-carbonitrile